2-(5-((6-fluoroquinolin-4-yl)amino)hexahydrocyclopenta[c]pyrrol-2(1H)-yl)propionic acid FC=1C=C2C(=CC=NC2=CC1)NC1CC2C(CN(C2)C(C(=O)O)C)C1